2,6-bis((4S,5R)-4-methyl-5-phenyl-4,5-dihydro-oxazol-2-yl)pyridine ethyl-2-amino-6-bromo-4-(1-cyano-2-ethoxy-2-oxoethyl)-4H-chromene-3-carboxylate C(C)OC(=O)C1=C(OC2=CC=C(C=C2C1C(C(=O)OCC)C#N)Br)N.C[C@@H]1N=C(O[C@@H]1C1=CC=CC=C1)C1=NC(=CC=C1)C=1O[C@@H]([C@@H](N1)C)C1=CC=CC=C1